Benzyl 3-((1S,4S)-2,5-diazabicyclo[2.2.1]heptan-2-yl)azetidine-1-carboxylate [C@@H]12N(C[C@@H](NC1)C2)C2CN(C2)C(=O)OCC2=CC=CC=C2